N-(3,4-dichloro-1H-indol-7-yl)-1-(2-hydroxyethyl)pyrazole-4-sulfonamide ClC1=CNC2=C(C=CC(=C12)Cl)NS(=O)(=O)C=1C=NN(C1)CCO